(2-(5-cyclopropyl-3-(2,6-dichlorophenyl)isoxazol-4-yl)-7-azaspiro[3.5]non-1-en-7-yl)quinoxaline-6-carboxylic acid C1(CC1)C1=C(C(=NO1)C1=C(C=CC=C1Cl)Cl)C1=CC2(C1)CCN(CC2)C2=NC1=CC=C(C=C1N=C2)C(=O)O